F[B-](F)(F)F.C(C)(C)(C)C=1C=CC=2CC3=CC=C(C=C3N(C2C1)C1=CC=CC=C1)C(C)(C)C 3,6-di-tert-butyl-10-phenylacridine tetrafluoroborate